2-((S)-2-(2-cyclopropylphenyl)pyrrolidin-1-yl)-7-azaspiro[3.5]nonan-7-yl-benzamide C1(CC1)C1=C(C=CC=C1)[C@H]1N(CCC1)C1CC2(C1)CCN(CC2)C2=C(C(=O)N)C=CC=C2